C(C)(C)(C)OC(=O)N1[C@@H](C[C@H](C1)O)C=1NC(=CN1)CC1=CC(=CC=C1)C1=C(N=CS1)C (2s,4r)-4-hydroxy-2-[5-[[3-(4-methylthiazol-5-yl)phenyl]methyl]-1H-imidazol-2-yl]pyrrolidine-1-carboxylic acid tert-butyl ester